4-Chloro-1-(((5S,7S,8R)-8-fluoro-3-(5-(2-hydroxypropan-2-yl)pyrazin-2-yl)-7-methyl-2-oxo-1-oxa-3-azaspiro[4.5]decan-7-yl)methyl)-1H-benzo[d]imidazole-6-carbonitrile ClC1=CC(=CC=2N(C=NC21)C[C@@]2(C[C@]1(CN(C(O1)=O)C1=NC=C(N=C1)C(C)(C)O)CC[C@H]2F)C)C#N